6-xylyl-4-methylaniline C1=C(C(=CC=C1NC1=CC=C(C=C1)C)C)C